tert-butyl((1-((5-(ethylthio)pyridin-3-yl)sulfonyl)-5-(2-fluorophenyl)-1H-pyrrol-3-yl)methyl)(methyl)carbamate C(C)(C)(C)OC(N(C)CC1=CN(C(=C1)C1=C(C=CC=C1)F)S(=O)(=O)C=1C=NC=C(C1)SCC)=O